(5-Bromo-4-nitrothiazol-2-yl)methanol BrC1=C(N=C(S1)CO)[N+](=O)[O-]